C(C1=CC=CC=C1)OC(=O)N[C@@H]1CN(CC[C@H]1O)C(=O)OC(C)(C)C |r| Rac-tert-butyl (3R,4R)-3-{[(benzyloxy)carbonyl] amino}-4-hydroxypiperidine-1-carboxylate